(2R,6S)-2,6-dimethyl-4-[5-(trifluoromethyl)pyrazin-2-yl]piperazine-1-carboxylate C[C@H]1N([C@H](CN(C1)C1=NC=C(N=C1)C(F)(F)F)C)C(=O)[O-]